BrC1=CC=C(C=N1)N1CCC(CC1)O 1-(6-Bromopyridin-3-yl)piperidin-4-ol